bis(prop-2-enyl) 2-benzyl-3-oxobutanedioate C(C1=CC=CC=C1)C(C(=O)OCC=C)C(C(=O)OCC=C)=O